3alpha-hydroxy-5beta-pregnan-20-one O[C@H]1C[C@H]2CC[C@H]3[C@@H]4CC[C@H](C(C)=O)[C@]4(CC[C@@H]3[C@]2(CC1)C)C